N2-methyl-5-(trifluoromethyl)pyridine-2,3-diamine CNC1=NC=C(C=C1N)C(F)(F)F